tertbutyl 5-(benzyloxy)-3-oxoazepane-1-carboxylate C(C1=CC=CC=C1)OC1CC(CN(CC1)C(=O)OC(C)(C)C)=O